2-{4,10-bis[2-(tert-butoxy)-2-oxoethyl]-7-[3-(tert-butoxy)-3-oxopropyl]-1,4,7,10-tetraazacyclododecan-1-yl}acetic acid C(C)(C)(C)OC(CN1CCN(CCN(CCN(CC1)CCC(=O)OC(C)(C)C)CC(OC(C)(C)C)=O)CC(=O)O)=O